5-amino-3-[2-(6-chloro-1-ethyl-1,3-benzodiazol-5-yl)ethynyl]-1-[(3s,5r)-5-(hydroxymethyl)-1-(prop-2-enoyl)pyrrolidin-3-yl]pyrazole-4-carboxamide NC1=C(C(=NN1[C@@H]1CN([C@H](C1)CO)C(C=C)=O)C#CC1=CC2=C(N(C=N2)CC)C=C1Cl)C(=O)N